N-[4-(1-adamantyl)phenyl]-2-(4H-1,2,4-triazol-3-ylsulfanyl)acetamide C12(CC3CC(CC(C1)C3)C2)C2=CC=C(C=C2)NC(CSC2=NN=CN2)=O